COC1=CC=C(CC=2C=NC(=NC2)N2CCN(CC2)C(=O)OC(C)(C)C)C=C1 tert-butyl 4-(5-(4-methoxybenzyl)pyrimidin-2-yl)piperazine-1-carboxylate